CC(C(=O)OC=1C(=NN(C(C1C1=C(C(=CC=C1F)Cl)\C=C\C1=CC2=C(OC(O2)(F)F)C=C1)=O)C)C)C [5-[3-chloro-2-[(E)-2-(2,2-difluoro-1,3-benzodioxol-5-yl)vinyl]-6-fluoro-phenyl]-1,3-dimethyl-6-oxo-pyridazin-4-yl] 2-methylpropanoate